2-(4-(chloromethyl)phenyl)-1-(2,2,2-trifluoroethyl)-4-(trifluoromethyl)-1H-imidazole ClCC1=CC=C(C=C1)C=1N(C=C(N1)C(F)(F)F)CC(F)(F)F